C(CC)(=O)OC[C@H]1O[C@@]([C@@H]([C@@H]1OC(CC1=CC=CC=C1)=O)O)(C#N)C1=CC=C2C(=NC=NN21)N ((2R,3S,4R,5R)-5-(4-aminopyrrolo[2,1-f][1,2,4]triazin-7-yl)-5-cyano-4-hydroxy-3-(2-phenylacetoxy)tetrahydrofuran-2-yl)methyl propionate